fluoro-4-((R)-2-(hydroxymethyl)pyrrolidine-1-carboxamido)-2-(((S)-1,1,1-trifluoropropan-2-yl)oxy)benzoic acid FC=1C(=C(C(=O)O)C=CC1NC(=O)N1[C@H](CCC1)CO)O[C@H](C(F)(F)F)C